C12(CC(C1)C2)[C@H](C(F)(F)F)NC(=O)C=2C=C1CN(C(C1=CC2)=O)C2C(NC(CC2)=O)=O N-((R)-1-(bicyclo[1.1.1]pentan-1-yl)-2,2,2-trifluoroethyl)-2-(2,6-dioxopiperidin-3-yl)-1-oxoisoindoline-5-carboxamide